N1CC(C1)N1CCNCC1 4-(azetidin-3-yl)piperazin